COC1=CC=C(C=C1)C(OC[C@@H]1CN(CCO1)P1OC(C(S1)C)C)(C1=CC=CC=C1)C1=CC=C(C=C1)OC (2S)-2-((bis(4-methoxyphenyl)(phenyl)methoxy)methyl)-4-(4,5-dimethyl-1,3,2-oxathiaphospholan-2-yl)morpholine